butyl 4-(6-((5-fluoro-4-(8-fluoro-4-(1-hydroxyethyl)-2-methylquinolin-6-yl)pyrimidin-2-yl)amino)pyridin-3-yl)piperazine-1-carboxylate FC=1C(=NC(=NC1)NC1=CC=C(C=N1)N1CCN(CC1)C(=O)OCCCC)C=1C=C2C(=CC(=NC2=C(C1)F)C)C(C)O